CC=1C=C(C=2N(C(C=C(N2)N2CCOCC2)=O)C1)[C@@H](C)NC1=CC(=CC=C1)C(F)(F)F |r| (±)-7-methyl-2-morpholin-4-yl-9-[1-(3-trifluoromethylphenylamino)ethyl]pyrido[1,2-a]pyrimidin-4-one